iodo-1-(trityl)-1H-imidazole IC=1N(C=CN1)C(C1=CC=CC=C1)(C1=CC=CC=C1)C1=CC=CC=C1